FC1(CCC(CC1)NC1=NC(=NC(=N1)NC1=CC(=NC=C1)C1=CC=CC=C1)C1=NC(=CC=C1)C(F)(F)F)F N2-(4,4-difluorocyclohexyl)-N4-(2-phenylpyridin-4-yl)-6-(6-(trifluoromethyl)pyridin-2-yl)-1,3,5-triazine-2,4-diamine